C1(=CC=CC=C1)[C@@H]1N(CCC2=CC=CC=C12)C(=O)O[C@H]1CN2CCC1CC2 (3R)-1-Azabicyclo[2.2.2]octan-3-yl (1S)-1-phenyl-3,4-dihydroisoquinoline-2(1H)-carboxylate